(S)-2-((bis(benzyloxy)phosphoryl)oxy)propyl (chloromethyl) carbonate C(OC[C@H](C)OP(=O)(OCC1=CC=CC=C1)OCC1=CC=CC=C1)(OCCl)=O